COC=1C=C2C(=CC(NC2=CC1)=O)C(=O)O 6-methoxy-2-oxo-1,2-dihydroquinoline-4-carboxylic acid